3-{[1-(4-chloro-3-fluorophenyl)-3-methyl-1H-1,2,4-triazol-5-yl]methyl}-1-{[1-(1-methyl-1H-1,3-benzodiazol-5-yl)-1H-1,2,4-triazol-5-yl]methyl}urea ClC1=C(C=C(C=C1)N1N=C(N=C1CNC(NCC1=NC=NN1C1=CC2=C(N(C=N2)C)C=C1)=O)C)F